1-(2-bromopropyl)-pyrene BrC(CC1=CC=C2C=CC3=CC=CC4=CC=C1C2=C34)C